tert-butyl O4-methyl 4-[3-[[(1S)-1-tert-butoxycarbonyl-2-methyl-propyl]amino]propyl]piperidine-1,4-dicarboxylate C(C)(C)(C)OC(=O)[C@H](C(C)C)NCCCC1(CCN(CC1)C(=O)OC(C)(C)C)C(=O)OC